(R)-(6-chloro-imidazo[1,5-a]pyridin-5-yl)-[1-(4-methoxy-phenyl)-1H-[1,2,3]triazol-4-yl]-methanol ClC=1C=CC=2N(C1[C@@H](O)C=1N=NN(C1)C1=CC=C(C=C1)OC)C=NC2